4-Hydroxy-1,2,5-oxadiazole-3-carboxylic acid OC=1C(=NON1)C(=O)O